(tertbutylperoxy)-hexane C(C)(C)(C)OOCCCCCC